C(C=C)OC1=C(C=C(C=C1)C=CC(=O)NS(=O)(=O)CNCC)OC 3-(4-(allyloxy)-3-methoxyphenyl)-N-(ethylaminomethylsulfonyl)acrylamide